BrC1=CC=2N3C4=C(C=CC=C4C(C2C=C1)(C)C)C1=C3N=CC=C1 11-bromo-8,8-dimethyl-8H-pyrido[3',2':4,5]pyrrolo[3,2,1-de]acridine